C(CCCC\C=C/C\C=C/C\C=C/CCCCC)(=O)N[C@@H](CO)C(=O)O N-γ-linolenoyl-serine